1-tert-butyl 3-methyl (3S)-4-[(2-chloro-5-cyanophenyl)(phenyl)methyl]piperazine-1,3-dicarboxylate ClC1=C(C=C(C=C1)C#N)C(N1[C@@H](CN(CC1)C(=O)OC(C)(C)C)C(=O)OC)C1=CC=CC=C1